3-methyl-benzenesulfonylchloride CC=1C=C(C=CC1)S(=O)(=O)Cl